3-(2-Chloro-3-bromophenylamino)-6-dimethoxymethyl-benzisothiazole ClC1=C(C=CC=C1Br)NC1=NSC2=C1C=CC(=C2)C(OC)OC